HYDROXYPHENYLLACTATE C1=CC(=CC=C1CC(C(=O)O)O)O